4-(4-morpholino-7H-pyrrolo[2,3-d]pyrimidin-6-yl)-N-(2,2,2-trifluoro-1-((S)-1-(piperidin-4-yl)pyrrolidin-3-yl)ethyl)aniline O1CCN(CC1)C=1C2=C(N=CN1)NC(=C2)C2=CC=C(NC(C(F)(F)F)[C@@H]1CN(CC1)C1CCNCC1)C=C2